N(=[N+]=[N-])C1=CC=C(C=CCCC(=O)C2=CC=CC=C2)C=C1 4-azidocinnamyl-acetophenone